CC1(CC=2C(=NC=CC2)[C@]1(O)C1=CC(=CC=C1)C=1N=C(SC1)C1=CN(C2=NC=CC=C21)S(=O)(=O)C2=CC=CC=C2)C (R,S)-6,6-dimethyl-7-(3-(2-(1-(phenylsulfonyl)-1H-pyrrolo[2,3-b]pyridin-3-yl)thiazol-4-yl)phenyl)-6,7-dihydro-5H-cyclopenta[b]pyridin-7-ol